(S)-N5-(4,4-diethoxybutyl)-N7-methyl-3-phenyl-2,3-dihydrobenzofuran-5,7-dicarboxamide C(C)OC(CCCNC(=O)C=1C=C(C2=C([C@@H](CO2)C2=CC=CC=C2)C1)C(=O)NC)OCC